1-(4-bromophenoxy)-3-methoxypropan-2-ol BrC1=CC=C(OCC(COC)O)C=C1